C(C)(=O)N1C(C(C2=CC=C(C=C12)NC(OC(C)(C)C)=O)=O)C tert-butyl 1-acetyl-2-methyl-3-oxoindolin-6-ylcarbamate